COC(=O)C=1C=C(C=CC1)B(O)O (3-(methoxycarbonyl)phenyl)boronic acid